C(C)(C)NS(=O)(=O)C=1C=C(C=CC1OC)B(O)O [3-(isopropylsulfamoyl)-4-methoxyphenyl]boronic acid